(R)-2-(3-chlorophenyl)-2,2-difluoro-1-phenylethyl ((S)-1-(((S)-4-(cyclopropylamino)-3,4-dioxo-1-((S)-2-oxopyrrolidin-3-yl)butan-2-yl)amino)-4-methyl-1-oxopentan-2-yl)carbamate C1(CC1)NC(C([C@H](C[C@H]1C(NCC1)=O)NC([C@H](CC(C)C)NC(O[C@@H](C(F)(F)C1=CC(=CC=C1)Cl)C1=CC=CC=C1)=O)=O)=O)=O